methyl N-(2-amino-2-methylpropyl)-N-{1-[4-fluoro-3-(trifluoromethyl)phenyl]cyclobutyl}carbamate NC(CN(C(OC)=O)C1(CCC1)C1=CC(=C(C=C1)F)C(F)(F)F)(C)C